oxalic acid chloroacetate ClCC(=O)O.C(C(=O)O)(=O)O